O=C1OC(CN1)C(C)(C)NC(OC(C)(C)C)=O tert-butyl (2-(2-oxooxazolidin-5-yl)propan-2-yl)carbamate